tert-butyl 1-ethyl-3-oxo-2-(6-(trifluoromethyl)pyridin-3-yl)-2,8-diazaspiro[4.5]decane-8-carboxylate C(C)C1N(C(CC12CCN(CC2)C(=O)OC(C)(C)C)=O)C=2C=NC(=CC2)C(F)(F)F